C(CCCCCCC(=O)[O-])(=O)OC octanedioic acid, 1-methyl ester